3-[2-amino-5-[2-(difluoromethyl)-6-methyl-4-pyridyl]thiazol-4-yl]benzonitrile NC=1SC(=C(N1)C=1C=C(C#N)C=CC1)C1=CC(=NC(=C1)C)C(F)F